FC1(CC12C[C@@]1(CCCN1C2)CO)F ((7a's)-2,2-difluorodihydro-1'H,3'H-spiro[cyclopropane-1,2'-pyrrolizine]-7a'(5'H)-yl)methanol